FC1(CN(CC1)C)C1=NN=C(O1)[C@@]12CN(C[C@]2(C1)C(F)(F)F)C1=C2C=CC=NC2=C(C=C1)C#N 5-((1S,5R)-1-(5-(3-fluoro-1-methylpyrrolidin-3-yl)-1,3,4-oxadiazol-2-yl)-5-(trifluoromethyl)-3-azabicyclo[3.1.0]hex-3-yl)quinoline-8-carbonitrile